2-(4-methoxyphenyl)-3-(3,5-dimethoxyphenyl)-6-methoxy-4-benzofurancarboxylic acid-4-fluorophenylmethyl ester FC1=CC=C(C=C1)COC(=O)C=1C=C(C=C2C1C(=C(O2)C2=CC=C(C=C2)OC)C2=CC(=CC(=C2)OC)OC)OC